1-[4-(methylamino)phenyl]ethanone CNC1=CC=C(C=C1)C(C)=O